C(C1=CC=CC=C1)O[C@H]1CN2C(NC(C3=CC(=C(C(=C23)SC1)C1=C(C=C(C=C1)F)F)C(F)(F)F)=O)=O (S)-3-(benzyloxy)-11-(2,4-difluorophenyl)-10-(trifluoromethyl)-3,4-dihydro-2H,6H-[1,4]thiazepino[2,3,4-ij]quinazoline-6,8(7H)-dione